C[C@@H]1C(=CC2=CC=C(C=C2C1)COCCC)CN1CC(C1)C(=O)O 1-{[(3S)-3-methyl-6-(propoxymethyl)-3,4-dihydro-2-naphthyl]methyl}-3-azetidincarboxylic acid